2-(3-cyanophenyl)-3-(4-methylpiperazin-1-yl)propionic acid C(#N)C=1C=C(C=CC1)C(C(=O)O)CN1CCN(CC1)C